FC1=C(C=C(C=C1)F)[C@H]1CC[C@H](CC1)OCC1=NC=CC=C1NS(=O)(=O)C N-(2-(((cis-4-(2,5-difluorophenyl)cyclohexyl)oxy)methyl)pyridin-3-yl)methanesulfonamide